Ethyl Formate C(=O)OCC